1-[3-fluoro-5-isobutyl-2-(2H-tetrazol-5-yl)phenyl]-4-[(4-methoxy-3,5-dimethyl-2-pyridyl)methyl]piperazine FC=1C(=C(C=C(C1)CC(C)C)N1CCN(CC1)CC1=NC=C(C(=C1C)OC)C)C=1N=NNN1